6-(benzyloxy)-1,2,3,4-tetrahydronaphthalene-2-ol C(C1=CC=CC=C1)OC=1C=C2CCC(CC2=CC1)O